4-(3-methoxyphenyl)-1H-1,2,3-triazole-5-carboxylic acid COC=1C=C(C=CC1)C=1N=NNC1C(=O)O